NC=1C=2N(C=C(N1)C1=NN(C=C1)C)C(=CN2)C=2C=C(C=CC2C)C(C(F)F)(C)O 2-(3-(8-Amino-6-(1-methyl-1H-pyrazol-3-yl)imidazo[1,2-a]pyrazin-3-yl)-4-methylphenyl)-1,1-difluoropropan-2-ol